C1(CCCCC1)CN1C(=NC2=C1C=C(C=C2)N2CCOCC2)C=2C=C(C1=C(C(=NO1)C)C2)CC(C)C 5-(1-(cyclohexylmethyl)-6-morpholino-1H-benzo[d]imidazol-2-yl)-7-isobutyl-3-methylbenzo[d]isoxazole